C(\C=C\C=CC)O trans-hex-2,4-dien-1-ol